2-(Cyclobutylmethyl)-5-(imidazo[1,2-a]pyrimidin-6-yl)-7H-pyrrolo[2,3-d]pyrimidine C1(CCC1)CC=1N=CC2=C(N1)NC=C2C=2C=NC=1N(C2)C=CN1